CC=1N(N=C2C3=C(CC4(C12)CCC4)OC(=C3)C(=O)NC[C@H]3OCCC3)CC3=CC=NC=C3 Methyl-2'-(pyridin-4-ylmethyl)-N-[(2S)-tetrahydrofuran-2-ylmethyl]-2',5'-dihydrospiro[cyclobutane-1,4'-furo[2,3-g]indazole]-7'-carboxamide